(2-((2,6-dimethylphenyl)amino)-2-oxoethyl)triethylphosphonium bromide [Br-].CC1=C(C(=CC=C1)C)NC(C[P+](CC)(CC)CC)=O